3-(2H-benzo[d][1,2,3]-triazole-2-yl)-2-hydroxy-5-methoxybenzyl methacrylate C(C(=C)C)(=O)OCC1=C(C(=CC(=C1)OC)N1N=C2C(=N1)C=CC=C2)O